FC=1C=2N(C=C(C1OC)NC(=O)C1=CC=C(C3=C1N=C(O3)C)N3CCN(CC3)C(=O)OC(C)(C)C)C=C(N2)C tert-butyl 4-[4-({8-fluoro-7-methoxy-2-methylimidazo[1,2-a]pyridin-6-yl}carbamoyl)-2-methyl-1,3-benzoxazol-7-yl]piperazine-1-carboxylate